CC(C)(CCCC(C=C)(O)C)O 2,6-dimethyloct-7-ene-2,6-diol